[(2R,3R,4R,5R)-4-acetoxy-5-(4-aminopyrrolo[2,1-f][1,2,4]triazin-7-yl)-2-(tert-butylsulfanylcarbonyloxymethyl)-5-cyano-tetrahydrofuran-3-yl]acetate C(C)(=O)O[C@@H]1[C@@H]([C@@H](O[C@@]1(C#N)C1=CC=C2C(=NC=NN21)N)COC(=O)SC(C)(C)C)CC(=O)[O-]